N-[(6-Amino-2-pyridyl)sulfonyl]-6-(3-fluoro-5-methylphenyl)-2-[(4S)-2,2,4-trimethylpyrrolidin-1-yl]pyridin-3-carboxamid NC1=CC=CC(=N1)S(=O)(=O)NC(=O)C=1C(=NC(=CC1)C1=CC(=CC(=C1)C)F)N1C(C[C@@H](C1)C)(C)C